C(=O)C1=C(C=CC=C1)C=1C=C(SC1)[C@@H](C)NC1=NC(=NC2=CC(=C(C=C12)C1CCC(CC1)C(=O)[O-])COC)C (1R,4R)-4-(4-(((R)-1-(4-(2-formylphenyl)thiophen-2-yl)ethyl)amino)-7-methoxy Methyl-2-methylquinazolin-6-yl)cyclohexane-1-carboxylate